BrC1=C([C@H]2[C@@H](C[C@@H]1O2)F)C(=O)OC Methyl (1S,4S,6R)-3-bromo-6-fluoro-7-oxabicyclo[2.2.1]hept-2-ene-2-carboxylate